NC/C=C/CN1C(=NC2=C1C(=CC(=C2)C(N)=O)OCCCOC(=O)NCCC(=O)OCC)NC(=O)C2=CC(=NN2CC)C ethyl (E)-3-(((3-((1-(4-aminobut-2-en-1-yl)-5-carbamoyl-2-(1-ethyl-3-methyl-1H-pyrazole-5-carboxamido)-1H-benzo[d]imidazol-7-yl)oxy)propoxy)carbonyl)amino)propanoate